4-[1-(tert-butoxycarbonyl)pyridin-4-yl]butanoic acid C(C)(C)(C)OC(=O)N1CC=C(C=C1)CCCC(=O)O